3-Chloro-6-(1-(2,2-dimethoxyethyl)-1,2,3,6-tetrahydropyridin-4-yl)pyridazine ClC=1N=NC(=CC1)C=1CCN(CC1)CC(OC)OC